(1R,2R)-2-(2,3-difluorophenyl)-2-(3-fluorophenyl)-1-((R)-1-(5-hydroxy-4-oxo-1,4-dihydropyridazine-3-carbonyl)pyrrolidin-2-yl)ethyl methanesulfonate CS(=O)(=O)O[C@H]([C@H](C1=CC(=CC=C1)F)C1=C(C(=CC=C1)F)F)[C@@H]1N(CCC1)C(=O)C1=NNC=C(C1=O)O